CS(=O)(=O)[O-].C(C)[N+]1=C(C=CC=C1)C 1-ethyl-2-methylpyridinium methanesulfonate